tert-butyl (2-(3-(6-morpholino-1H-benzo[d]imidazol-2-yl)-1H-indazole-5-carboxamido)ethyl)carbamate O1CCN(CC1)C=1C=CC2=C(NC(=N2)C2=NNC3=CC=C(C=C23)C(=O)NCCNC(OC(C)(C)C)=O)C1